(S)-4-(5-chloro-4-(ethylsulfinyl)-2-methoxyphenyl)-N-(5-methoxy-1,3,4-thiadiazol-2-yl)-6-methylnicotinamide ClC=1C(=CC(=C(C1)C1=CC(=NC=C1C(=O)NC=1SC(=NN1)OC)C)OC)[S@@](=O)CC